COC1=CC=C(C=C1)C1=NOC(=C1)CO 3-(p-methoxyphenyl)-5-hydroxymethyl-isoxazole